7-((cis)-4-((R)-3-aminopiperidin-1-yl)cyclohexyl)-5-(4-phenoxyphenyl)-7H-pyrrolo[2,3-d]pyrimidin-4-amine N[C@H]1CN(CCC1)[C@H]1CC[C@H](CC1)N1C=C(C2=C1N=CN=C2N)C2=CC=C(C=C2)OC2=CC=CC=C2